(R)-5-(3-Cyclopropyl-2-methyl-3H-imidazo[4,5-b]pyridin-5-yl)-N-(3,3-difluoro-1-(oxetan-3-yl)piperidin-4-yl)pyrrolo[2,1-f][1,2,4]triazin-2-amine C1(CC1)N1C(=NC=2C1=NC(=CC2)C=2C=CN1N=C(N=CC12)N[C@H]1C(CN(CC1)C1COC1)(F)F)C